4-benzyloxy-2-chloro-5-[(Z)-2-ethoxyvinyl]-6-methyl-pyridine-3-carboxylic acid ethyl ester C(C)OC(=O)C=1C(=NC(=C(C1OCC1=CC=CC=C1)\C=C/OCC)C)Cl